methyl-glycine Hydrochloride Cl.CNCC(=O)O